methyl 6-chloro-3-[[(1R)-1-[2-[4-[2-(dimethylamino)ethoxy]phenyl]-3,6-dimethyl-4-oxo-chromen-8-yl]ethyl]-(2-nitrophenyl)sulfonyl-amino]pyridine-2-carboxylate ClC1=CC=C(C(=N1)C(=O)OC)N(S(=O)(=O)C1=C(C=CC=C1)[N+](=O)[O-])[C@H](C)C=1C=C(C=C2C(C(=C(OC12)C1=CC=C(C=C1)OCCN(C)C)C)=O)C